methyl 4-((2-((S)-(((benzyloxy)carbonyl)amino)((1r,4S)-4-methylcyclohexyl)methyl)imidazo[1,2-b]pyridazin-6-yl)methyl)-3-oxo-2-azabicyclo[3.1.1]heptane-4-carboxylate C(C1=CC=CC=C1)OC(=O)N[C@H](C=1N=C2N(N=C(C=C2)CC2(C(NC3CC2C3)=O)C(=O)OC)C1)C1CCC(CC1)C